(1H-imidazol-1-yl)-1H-pyrazolo[3,4-c]pyridine-7-carboxylic acid N1(C=NC=C1)N1N=CC=2C1=C(N=CC2)C(=O)O